N1(N=CN=C1)C1CCN(CC1)C1=C(C#N)C=CC=C1C=1C=NC(=CC1)F 2-(4-(1H-1,2,4-triazol-1-yl)piperidin-1-yl)-3-(6-fluoropyridin-3-yl)benzonitrile